9-butyl-8-(2,5-dimethoxy-benzyl)-9h-purin-6-ylamine C(CCC)N1C2=NC=NC(=C2N=C1CC1=C(C=CC(=C1)OC)OC)N